C(C)C=1N=C(SC1)CC(=O)N 2-(4-ethylthiazol-2-yl)acetamide